phosphinobenzidine PC1=C(C=CC(=C1)N)C1=CC=C(N)C=C1